N-(1-carboxylato-ethyl)-iminodiacetic acid C(=O)([O-])C(C)N(CC(=O)O)CC(=O)O